O[C@@H](\C=C\CCC)[C@H]1[C@@H](CC1)CN1C2=C(OCC3(CCCC4=CC=CC=C34)C1)C=CC(=C2)C(=O)[O-] 5-(((1R,2R)-2-((S,E)-1-HYDROXYHEX-2-EN-1-YL)CYCLOBUTYL)METHYL)-3',4,4',5-TETRAHYDRO-2H,2'H-SPIRO[BENZO[B][1,4]OXAZEPINE-3,1'-NAPHTHALENE]-7-CARBOXYLATE